C1(=CC=CC=C1)[Si](C1=CC=CC=C1)(C1=CC=CC=C1)OB(O)O (triphenylsilyl)boric acid